CC1=C(C(=CC(=C1)C)C)C 1,2,3,5-Tetramethylbenzol